4-oxo-piperidine-1,3-dicarboxylic acid 1-tert-butyl ester 3-methyl ester COC(=O)C1CN(CCC1=O)C(=O)OC(C)(C)C